C[C@]1(NCCOC1)C(=O)OC methyl (3R)-3-methylmorpholine-3-carboxylate